C12COCC(N1C=1SC3=C(N1)C=CC(=C3C(=O)NC3=CC(=NC=C3C(NC3=CC(=C(C=C3)F)C(F)(F)F)=O)OC)OC)C2 2-(3-Oxa-6-azabicyclo[3.1.1]heptan-6-yl)-N-(5-((4-fluoro-3-(trifluoromethyl)phenyl)carbamoyl)-2-methoxypyridin-4-yl)-6-methoxybenzo[d]thiazole-7-carboxamide